C(C)(C)(C)C1=NNC(=C1)NC(OCC1=CC=C2C=C(C(=NC2=C1)C)C1C(NC(CC1)=O)=O)=O (3-(2,6-Dioxopiperidin-3-yl)-2-methylquinolin-7-yl)methyl (3-(tert-butyl)-1H-pyrazol-5-yl)carbamate